COC1=CC=C(C=C1)CN(S(=O)(=O)C=1C=NC=CC1)CC1=CC=C(C=C1)OC N,N-bis[(4-methoxyphenyl)methyl]Pyridine-3-sulfonamide